4-(cyclohexylamino)benzaldehyde C1(CCCCC1)NC1=CC=C(C=O)C=C1